C(C)(C)(C)OC(=O)N(C[C@H](COC=1C=C(C=CC1)C1=NC(=CC(=N1)NC1CCN(CC1)C(=O)OC)C=1C(=NOC1C)C)O[Si](C)(C)C(C)(C)C)C (R)-methyl 4-(2-(3-(3-(tert-butoxy-carbonyl (methyl)amino)-2-(tert-butyldimethylsilyloxy)propoxy)phenyl)-6-(3,5-di-methyl isoxazol-4-yl)pyrimidin-4-ylamino)piperidine-1-carboxylate